CC1=C(C2=C(CCOC2)C=C1N1CC2(CN(C2)C(C=C)=O)CC1)C1=C2C=NNC2=CC=C1C 1-(6-(7-methyl-8-(5-methyl-1H-indazol-4-yl)-3,4-dihydro-1H-2-benzopyran-6-yl)-2,6-diazaspiro[3.4]octan-2-yl)-2-propen-1-one